N-(5-(3,5-difluorobenzyl)-1H-indazol-3-yl)-3-(((8-(4-(4-((2,6-dioxopiperidin-3-yl)amino)phenyl)piperazin-1-yl)-8-oxooctyl)amino)methyl)benzamide formate C(=O)O.FC=1C=C(CC=2C=C3C(=NNC3=CC2)NC(C2=CC(=CC=C2)CNCCCCCCCC(=O)N2CCN(CC2)C2=CC=C(C=C2)NC2C(NC(CC2)=O)=O)=O)C=C(C1)F